FC(C=1C=C(C=C(C1)C(F)(F)F)C(=O)N1CSC[C@H]1C1=NC=NN1C1=NC=CC=N1)(F)F (R)-{3,5-bis(trifluoromethyl)phenyl}[4-{1-(pyrimidin-2-yl)-1H-1,2,4-triazol-5-yl}thiazolidin-3-yl]methanone